FC(C1NCCNC1)F 2-(difluoromethyl)piperazin